methyl 4-(3-(2,2,2-trichloroacetyl)ureido)nicotinate ClC(C(=O)NC(NC1=CC=NC=C1C(=O)OC)=O)(Cl)Cl